C1(CCCCC1)N1C(N(CC1)CC(CN1C2=CC=C(C=C2C=2C=C(C=CC12)F)F)O)=O 1-cyclohexyl-3-(3-(3,6-difluoro-9H-carbazol-9-yl)-2-hydroxypropyl)imidazolidin-2-one